2,2-difluoro-6-(4-(3-hydroxyoxetan-3-yl)phenyl)-7-azaspiro[3.5]non-5-ene-7-carboxylic acid tert-butyl ester C(C)(C)(C)OC(=O)N1C(=CC2(CC(C2)(F)F)CC1)C1=CC=C(C=C1)C1(COC1)O